C(C)N1CCN(CC1)CC=1C=CC(=NC1)NC1=NC=C(C(=N1)C1=CC2=C(N=C3N2C(CCC3)C)C(=C1)F)F N-(5-((4-Ethylpiperazin-1-yl)methyl)pyridin-2-yl)-5-fluoro-4-(6-fluoro-1-methyl-1,2,3,4-tetrahydrobenzo[4,5]imidazo[1,2-a]pyridin-8-yl)pyrimidin-2-amin